(R)-N-((S)-1-(5-(2-Methoxychinolin-3-yl)-1H-imidazol-2-yl)-7-oxononyl)-6-oxaspiro[2.5]octan-1-carboxamid COC1=NC2=CC=CC=C2C=C1C1=CN=C(N1)[C@H](CCCCCC(CC)=O)NC(=O)[C@@H]1CC12CCOCC2